NCC(CC)CC 3-(aminomethyl)pentane